OC1COCC2=C1NC(C1=C2C=C(S1)C=1C(=NNC1)C)=O 4-hydroxy-8-(3-methyl-1H-pyrazol-4-yl)-1,3,4,5-tetrahydro-6H-pyrano[4,3-b]thieno[3,2-d]pyridin-6-one